F\C=C(\CNC(OC(C)(C)C)=O)/COC1=CC2=C(N=C(O2)N2CCOCC2)C=C1 tert-butyl (Z)-(3-fluoro-2-(((2-morpholinobenzo[d]oxazol-6-yl)oxy)methyl)allyl)carbamate